1-(r-butyl) 2,4-dimethyl (2S)-4-(2-nitrophenoxy)pyrrolidine-1,2,4-tricarboxylate [N+](=O)([O-])C1=C(OC2(C[C@H](N(C2)C(=O)OCCCC)C(=O)OC)C(=O)OC)C=CC=C1